6-(2-chlorophenyl)-2-[(3-oxo-3,4-dihydro-2H-1,4-benzoxazin-6-yl)amino]imidazo[1,2-a]pyrimido[5,4-e]pyrimidin-5(6H)-one ClC1=C(C=CC=C1)N1C=2N(C3=C(C1=O)C=NC(=N3)NC=3C=CC1=C(NC(CO1)=O)C3)C=CN2